C1(CC1)C=1N=NN(C1)C1=CC=C(C=N1)COC1=CC=CC(=N1)C1=CC(=C(C=C1F)CC=1N(C2=C(N1)C=CC(=C2)C(=O)O)C[C@H]2OCC2)F 2-[[4-[6-[[6-(4-cyclopropyltriazol-1-yl)-3-pyridyl]methoxy]-2-pyridyl]-2,5-difluorophenyl]methyl]-3-[[(2S)-oxetan-2-yl]methyl]benzimidazole-5-carboxylic acid